indazolium [NH+]=1NC=C2C=CC=CC12